FC1=CC=C(C=C1)C(N1C[C@@H](N(C[C@H]1C)C1=CC(N(C=2C=CC(=NC12)C#N)C)=O)CC)C1=CC=C(C=C1)F 8-[(2s,5r)-4-[bis(4-fluorophenyl)methyl]-2-ethyl-5-methylpiperazin-1-yl]-5-methyl-6-oxo-5,6-dihydro-1,5-naphthyridine-2-carbonitrile